4-methyl-2-phenyl-3,6-dihydro-2H-pyran CC=1CC(OCC1)C1=CC=CC=C1